C1(CC1)C=1C(=C2C=NNC2=CC1)B(O)O (5-Cyclopropyl-1H-indazol-4-yl)boronic acid